3-(3,5-difluorophenyl)-N-[(1R,4S)-4-[(propylsulfonylamino)carbonyl]cyclopent-2-en-1-yl]-5-(trifluoromethyl)-4H-1,2-oxazole-5-carboxamide FC=1C=C(C=C(C1)F)C1=NOC(C1)(C(=O)N[C@H]1C=C[C@H](C1)C(=O)NS(=O)(=O)CCC)C(F)(F)F